NC1=CC(=C(C=C1)S(=O)(=O)NC(COC1=CC2=CC(=CC=C2C=C1)OC)=O)OC N-((4-Amino-2-methoxyphenyl)sulfonyl)-2-((7-methoxynaphthalen-2-yl)oxy)acetamide